7-morpholino-N-[(E)-m-tolylmethyleneamino]-2-(3-pyridyl)oxazolo[4,5-d]pyrimidin-5-amine O1CCN(CC1)C=1C2=C(N=C(N1)N/N=C/C=1C=C(C=CC1)C)N=C(O2)C=2C=NC=CC2